3-Allylpiperidine C(C=C)C1CNCCC1